ClC=1SC(=CN1)C1CSC2=[N+]1C(C(C(N2C)=O)C2=CC=CC=C2)=O 3-(2-chloro-5-thiazolyl)-2,3-dihydro-8-methyl-5,7-dioxo-6-phenyl-5H-thiazolo[3,2-a]pyrimidinium